ClC=1C(=NC=CC1)C(=O)NCCS(=O)(=O)C 3-chloro-N-(2-(methylsulfonyl)ethyl)pyridinecarboxamide